6-(3-(4-methoxybenzyl)ureido)-N-(1,2,3,4-tetrahydronaphthalen-2-yl)spiro[3.3]heptane-2-carboxamide COC1=CC=C(CNC(NC2CC3(CC(C3)C(=O)NC3CC4=CC=CC=C4CC3)C2)=O)C=C1